(3E)-1-iodo-12,12-dioctyloxy-3-dodecene ICC\C=C\CCCCCCCC(OCCCCCCCC)OCCCCCCCC